Cl.COC1CNC1 3-methoxyazetidine-hydrochloride